CS(=O)(=O)O[C@H]1C[C@H](N(C1)C(=O)OC(C)(C)C)C(=O)OC 1-(tert-butyl) 2-methyl (2S,4S)-4-((methylsulfonyl)-oxy)pyrrolidine-1,2-dicarboxylate